9-(1-histidylazetidin-3-yl)oxy-5,5-dihydroxy-6-oxa-5-boranuidatricyclo[5.4.0.02,4]undeca-1(7),8,10-triene-8-carboxylic acid N[C@@H](CC1=CNC=N1)C(=O)N1CC(C1)OC1=C(C=2O[B-](C3CC3C2C=C1)(O)O)C(=O)O